BrC1=CC=C(C=C1)C12CN(CC2C1)C(C)C 1-(4-bromophenyl)-3-isopropyl-3-azabicyclo[3.1.0]hexane